1-[9-ethyl-6-{2-methyl-4-(2,2-dimethyl-1,3-dioxolanyl)methoxybenzoyl}-9H-carbazol-3-yl]-ethanone C(C)N1C2=CC=C(C=C2C=2C=C(C=CC12)C(C)=O)C(C1=C(C=C(C=C1)OCC1OC(OC1)(C)C)C)=O